N-(4-(((2R,5S)-3-(3-Methyl-4-nitrophenyl)-2-(trifluoromethyl)oxazolidin-5-yl)methoxy)phenyl)acetamid CC=1C=C(C=CC1[N+](=O)[O-])N1[C@H](O[C@@H](C1)COC1=CC=C(C=C1)NC(C)=O)C(F)(F)F